OC(CN1N=CC(=C1)C1=C(C=2C(=NC=C3C2N(C(N3C)=O)C(C)C)N1)C1=CC=C(C=C1)C1(CC1)C#N)(C)C 1-(4-(7-(1-(2-Hydroxy-2-methylpropyl)-1H-pyrazol-4-yl)-1-isopropyl-3-methyl-2-oxo-1,2,3,6-tetrahydroimidazo[4,5-d]pyrrolo[2,3-b]pyridin-8-yl)phenyl)cyclopropan-1-carbonitril